N1(C=NC=C1)C=1C=C(CN(CCC2=CC=C(C=C2)NC(=O)C2=C(C=C(C(=C2)OC)OC)NC(=O)C=2OC3=CC=CC=C3C(C2)=O)C(C)C)C=CC1 N-(2-((4-(2-((3-(1H-Imidazol-1-yl)benzyl)(isopropyl)amino)ethyl)phenyl)carbamoyl)-4,5-dimethoxyphenyl)-4-oxo-4H-chromene-2-carboxamide